[Ba].[Sr].[Mg].[Ca] calcium-magnesium-strontium-barium